tert-butyl 4-(6-amino-2H-indazol-2-yl)piperidine-1-carboxylate NC=1C=CC2=CN(N=C2C1)C1CCN(CC1)C(=O)OC(C)(C)C